COC(C(=O)N[C@@H](CS)C(=O)O)(C)C N-(2-methoxy-2-methyl-1-oxopropyl)-cysteine